FCC1(CCOCC1)CNC(OC(C)(C)C)=O tert-butyl ((4-(fluoromethyl)tetrahydro-2H-pyran-4-yl)methyl)carbamate